[Br-].O[NH3+] hydroxyl-ammonium bromide